N-(3-chloro-2-methylphenyl)-2-(methylsulfinyl)-6-({[2-(trifluoromethyl)phenyl]carbonyl}amino)-1H-benzoimidazole-4-carboxamide ClC=1C(=C(C=CC1)NC(=O)C1=CC(=CC=2NC(=NC21)S(=O)C)NC(=O)C2=C(C=CC=C2)C(F)(F)F)C